2-[2-(aminomethyl)-3,3-difluoro-allyl]-4-[[6-(4-piperazin-1-ylphenyl)benzothiophen-2-yl]methyl]-1,2,4-triazol-3-one NCC(CN1N=CN(C1=O)CC=1SC2=C(C1)C=CC(=C2)C2=CC=C(C=C2)N2CCNCC2)=C(F)F